F[C@H]1CCCC=2C=CC=NC12 (8S)-8-fluoro-5,6,7,8-tetrahydroquinoline